C(C1=CC=CC=C1)[C@@H]1N(C(OC1)=O)C(CCCCCCCCCCCCC)=O (S)-4-benzyl-3-n-tetradecanoyl-oxazolidinone